6-bromo-4-[4-(4-methoxyphenyl)piperidin-1-yl]-1-methyl-2-oxo-1,2-dihydroquinoline-3-carbonitrile BrC=1C=C2C(=C(C(N(C2=CC1)C)=O)C#N)N1CCC(CC1)C1=CC=C(C=C1)OC